4-(3-amino-1H-indazol-5-yl)-1H-pyrrolo[2,3-b]pyridine-3-carbonitrile NC1=NNC2=CC=C(C=C12)C1=C2C(=NC=C1)NC=C2C#N